chloro-1-methyl-1H-pyrrolo[2,3-b]pyridine-4-carboxylic acid ClC1=CC2=C(N=CC=C2C(=O)O)N1C